tert-butyl 6-[(4-fluoro-3-methoxy-phenyl)-methyl-carbamoyl]-4-methyl-benzimidazole-1-carboxylate FC1=C(C=C(C=C1)N(C(=O)C=1C=C(C2=C(N(C=N2)C(=O)OC(C)(C)C)C1)C)C)OC